1-(2-fluorophenyl)-6-oxopyridine-3-carboxamide FC1=C(C=CC=C1)N1C=C(C=CC1=O)C(=O)N